FC1=CC=C(C=C1)C1=NN2C(COC(C2)C(F)(F)F)=C1C1=C2C(=NC(=N1)C)N(N=C2)COCC[Si](C)(C)C 2-(4-Fluorophenyl)-3-(6-methyl-1-((2-(trimethylsilyl)ethoxy)methyl)-1H-pyrazolo[3,4-d]pyrimidin-4-yl)-6-(trifluoromethyl)-6,7-dihydro-4H-pyrazolo[5,1-c][1,4]oxazine